CC(C(=O)O)(C)N1C(N(C2=C(C1=O)C(=C(S2)C=2OC=CN2)C)CC(OCC(F)(F)F)C2=CC=CC=C2)=O 2-methyl-2-[5-methyl-6-(1,3-oxazol-2-yl)-2,4-dioxo-1-[2-phenyl-2-(2,2,2-trifluoroethoxy)ethyl]-1H,2H,3H,4H-thieno[2,3-d]pyrimidin-3-yl]propionic acid